BrC=1SC=C(N1)C(=O)O 2-bromothiazole-4-carboxylic acid